1-(3,5-dibromo-2-methoxy-4-pyridinyl)ethanone BrC=1C(=NC=C(C1C(C)=O)Br)OC